Cl.CN[C@H]1CO[C@@H](C2=CC(=CC=C12)C(F)(F)F)C |r| rac-(1R,4R)-N,1-dimethyl-7-(trifluoromethyl)isochroman-4-amine hydrochloride salt